(1s,2s)-N-(6-(((6-(6,6-difluoro-3-azabicyclo[3.1.0]hex-3-yl)-2-methylpyridin-3-yl)methyl)amino)-2-methylpyrimidin-4-yl)-2-(4-methylpyrimidin-2-yl)cyclopropane-1-carboxamide FC1(C2CN(CC12)C1=CC=C(C(=N1)C)CNC1=CC(=NC(=N1)C)NC(=O)[C@@H]1[C@H](C1)C1=NC=CC(=N1)C)F